NC=1OC2=CC=C(C=C2C(C1C=O)=O)Br 2-AMINO-6-BROMO-3-FORMYLCHROMONE